FC1=C(C(=C(C=C1F)F)F)SC=1N=CC(=NC1)N1CCC2(CCC[C@H]2N)CC1 (R)-8-(5-((2,3,5,6-tetrafluorophenyl)thio)pyrazin-2-yl)-8-azaspiro[4.5]decan-1-amine